[Te+]1=CC=CC=C1.[Fe+2] iron (tellurapyrylium)